(R)-N-(5-(5-ethyl-1,2,4-oxadiazol-3-yl)-2,3-dihydro-1H-inden-1-yl)-2-methylthiazole-5-carboxamide C(C)C1=NC(=NO1)C=1C=C2CC[C@H](C2=CC1)NC(=O)C1=CN=C(S1)C